C(CCC)C=1N(C(=C(N1)Cl)C(=O)O)CC1=CC=C(C=C1)C1=C(C=CC(=C1)C1CCCCC1)C=1N=NNN1 2-butyl-4-chloro-1-((5'-cyclohexyl-2'-(2H-tetrazol-5-yl)-[1,1'-biphenyl]-4-yl)methyl)-1H-imidazole-5-carboxylic Acid